3-(5-(((3R,6S)-1-ethyl-6-propylpiperidin-3-yl)oxy)-1-oxo-isoindolin-2-yl)piperidine-2,6-dione C(C)N1C[C@@H](CC[C@@H]1CCC)OC=1C=C2CN(C(C2=CC1)=O)C1C(NC(CC1)=O)=O